BrC1=CC=C(C=N1)NC(CCCC)=O N-(6-bromopyridin-3-yl)valeramide